2-(4-cyclopropyl-6-methoxypyrimidin-5-yl)-5-methyl-8-(4-(1-methyl-4-(trifluoromethyl)-1H-imidazol-2-yl)benzyl)-5,6,7,8-tetrahydropteridine C1(CC1)C1=NC=NC(=C1C1=NC=2N(CCN(C2C=N1)C)CC1=CC=C(C=C1)C=1N(C=C(N1)C(F)(F)F)C)OC